C(C)(C)(C)C1=C(C=CC(=C1)OC)OC 2-Tert-butyl-1,4-dimethoxybenzene